4'-(5-benzyl-2,6-dioxo-1,2,3,6-tetrahydropyrimidin-4-yl)-N,N-dimethyl-2-(trifluoromethyl)-2',3',4',5'-tetrahydro-[1,1'-biphenyl]-4-sulfonamide C(C1=CC=CC=C1)C1=C(NC(NC1=O)=O)C1CCC(=CC1)C1=C(C=C(C=C1)S(=O)(=O)N(C)C)C(F)(F)F